(S)-(1-(4-((trimethylsilyl)ethynyl)phenyl)ethyl)carbamic acid tert-butyl ester C(C)(C)(C)OC(N[C@@H](C)C1=CC=C(C=C1)C#C[Si](C)(C)C)=O